COC=1C=C(N=NC1C1COC1)NC(OC(C)(C)C)=O tert-butyl (5-methoxy-6-(oxetan-3-yl)pyridazin-3-yl)carbamate